4-(Methylthio)-1-trityl-1H-imidazole CSC=1N=CN(C1)C(C1=CC=CC=C1)(C1=CC=CC=C1)C1=CC=CC=C1